7,7,10,10-tetramethyl-N-(o-tolyl)-7,8,9,10-tetrahydronaphtho[2,3-b]benzofuran-2-amine CC1(CCC(C2=CC3=C(OC4=C3C=C(C=C4)NC4=C(C=CC=C4)C)C=C12)(C)C)C